C(C)(C)(C)OC(=O)N1[C@@H](CN(C[C@@H]1C)C1=C2C=C(N=NC2=C(C=C1)C(=O)O)OC)C 5-[(3R,5S)-4-(t-butoxycarbonyl)-3,5-dimethylpiperazin-1-yl]-3-methoxycinnoline-8-carboxylic acid